4-phenyl-3-(3-(4-phenylthiophen-2-yl)acryloyl)oxazolidin-2-one C1(=CC=CC=C1)C1N(C(OC1)=O)C(C=CC=1SC=C(C1)C1=CC=CC=C1)=O